ClC1=CC=C(C=C1)C=1N=C(OC1)CCC(=O)NC=1C=C(C=CC1)C1=NC=C(C=N1)COC=1C=CC(=C(C(=O)O)C1)O 5-((2-(3-(3-(4-(4-Chlorophenyl)oxazol-2-yl)propanamido)phenyl)pyrimidin-5-yl)methoxy)-2-hydroxybenzoic acid